N-(1,1'-Biphenyl-4-yl)-N-(9,9-dimethyl-9H-fluoren-2-yl)-benzo[b]naphtho[1,2-d]furan-6-amine C1(=CC=C(C=C1)N(C1=CC=2C=CC=CC2C=2C3=C(OC21)C=CC=C3)C3=CC=2C(C1=CC=CC=C1C2C=C3)(C)C)C3=CC=CC=C3